methyl 3-(N-(4-cyano-[1,1'-biphenyl]-2-yl)sulfamoyl)-4-ethylbenzoate C(#N)C1=CC(=C(C=C1)C1=CC=CC=C1)NS(=O)(=O)C=1C=C(C(=O)OC)C=CC1CC